4-(4-Chlorophenoxy)piperidine hydrochloride Cl.ClC1=CC=C(OC2CCNCC2)C=C1